CC=1N(C=C[N+]1C)S(=O)(=O)F 2,3-dimethylimidazol-3-ium-1-sulfonyl fluoride